3-(4-bromobenzyl)-1-(3-fluoropropyl)azetidine BrC1=CC=C(CC2CN(C2)CCCF)C=C1